((R)-2-(benzofuran-3-yl)-1-(3-oxabicyclo[4.1.0]heptane-7-carboxamido)ethyl)boronic acid O1C=C(C2=C1C=CC=C2)C[C@H](NC(=O)C2C1CCOCC21)B(O)O